[O-2].[Y+3].[Cu+2] copper-yttrium oxide